(nitrosooxy)propan-1-ol N(=O)OC(CC)O